COC1=C(C=C(C=C1)C=1SC(=C(N1)C(C)O)C)OCCN1CCOCC1 1-(2-(4-methoxy-3-(2-morpholinoethoxy)phenyl)-5-methylthiazol-4-yl)ethanol